C(C)N(CCOC1=C2C(C3=C(C4=C(O3)C=CC=C4)C(C2=CC=C1)=O)(C)C)CC 7-(2-Diethylamino-ethoxy)-6,6-dimethyl-6H-benzo[b]naphtho[2,3-d]furan-11-one